F[C@H]1[C@@H](C1)C1=CC(=NO1)C(=O)OC trans-methyl 5-(2-fluorocyclopropyl)isoxazole-3-carboxylate